FC1=CC=C(C=C1)CN1C(=NOC1=O)CN1CCCCC1 4-[(4-fluorophenyl)methyl]-3-(piperidin-1-ylmethyl)-4,5-dihydro-1,2,4-oxadiazol-5-one